(2R,3R,4S,5R)-2-(2-chloro-6-spiro[indene-2,4'-piperidine]-1'-ylpurine-9-yl)-5-(hydroxymethyl)tetrahydrofuran-3,4-diol ClC1=NC(=C2N=CN(C2=N1)[C@@H]1O[C@@H]([C@H]([C@H]1O)O)CO)N1CCC2(CC1)C=C1C=CC=CC1=C2